CS(=O)(=O)[O-].C(CCCCCCCCC)[NH+]1C(CCC1)C 1-Decyl-2-Methylpyrrolidinium methansulfonat